(5RS)-3-{3-[3-(1-chlorocyclopropyl)phenoxy]-6-methylpyridazin-4-yl}-5-(2,4-dichlorobenzyl)-5,6-dihydro-4H-1,2,4-oxadiazine ClC1(CC1)C=1C=C(OC=2N=NC(=CC2C2=NOC[C@H](N2)CC2=C(C=C(C=C2)Cl)Cl)C)C=CC1 |r|